6,7-Dichloro-1-(2,2-dimethylpropyl)-4-(4-prop-2-enoylpiperazin-1-yl)pyrido[2,3-d]pyrimidin-2-one ClC1=CC2=C(N(C(N=C2N2CCN(CC2)C(C=C)=O)=O)CC(C)(C)C)N=C1Cl